CC=1N=C2N(N=C(C=C2C)C2=CC3=CN(N=C3C=C2OC)C2CCN(CC2)C(=O)OC(C)(C)C)C1 tert-butyl 4-[5-(2,8-dimethylimidazo[1,2-b]pyridazin-6-yl)-6-methoxy-indazol-2-yl]piperidine-1-carboxylate